(3R)-N-tert-butyl-1-{6-[5-fluoro-2-(methoxymethoxy)-4-[1-(oxan-2-yl)pyrazol-4-yl]phenyl]pyridazin-3-yl}-N-methylpyrrolidin-3-amine C(C)(C)(C)N([C@H]1CN(CC1)C=1N=NC(=CC1)C1=C(C=C(C(=C1)F)C=1C=NN(C1)C1OCCCC1)OCOC)C